Methoxy-biphenyl-4-carbaldehyde COC1=C(C=CC(=C1)C=O)C1=CC=CC=C1